Cl.FC=1C(=CC=2C3=C(C=NC2C1)N(C(C31CC(C1)O)=O)C)C=1C=C(C(=NC1)OCCNC(C)C)NS(=O)(=O)C N-(5-(7'-Fluoro-3-hydroxy-3'-methyl-2'-oxo-2',3'-dihydrospiro[cyclobutane-1,1'-pyrrolo[2,3-c]quinolin]-8'-yl)-2-(2-(isopropylamino)ethoxy)pyridin-3-yl)methanesulfonamide hydrochloride